ClC1=C(C=CC=C1)CC(=O)NC1=CC(=C(C=C1)N1N=C2C=NC=CC2=C1)S(NCC1=C(C=C(C=C1)OC)OC)(=O)=O 2-(2-chlorophenyl)-N-{3-[(2,4-dimethoxybenzyl)sulfamoyl]-4-(2H-pyrazolo[3,4-c]pyridin-2-yl)phenyl}acetamide